O1C(CCC2=CC=CC=C12)C(=O)[O-] chromane-2-carboxylate